methyl 2-((t-butoxycarbonyl) amino)-3-oxo-3-phenylpropionate C(C)(C)(C)OC(=O)NC(C(=O)OC)C(C1=CC=CC=C1)=O